CN(C=1C=NC2=C(C=CC=C2C1)C=1N=C(N(C1)CC)S(=O)(=O)N)C [3-(dimethylamino)quinolin-8-yl]-1-ethyl-1H-imidazole-2-sulfonamide